O1[C@@H](CC1)CN1C(=NC2=C1C=C(C=C2)C(=O)O)CN2CCN(CC2)C2=NC(=CC=C2)OC2CCC1(CCC1)CC2 (S)-1-(oxetan-2-ylmethyl)-2-((4-(6-(spiro[3.5]nonan-7-yloxy)pyridin-2-yl)piperazin-1-yl)methyl)-1H-benzo[d]imidazole-6-carboxylic acid